BrC1=CC=C(OCC2OC(COC2)COCC)C=C1 2-((4-bromophenoxy)methyl)-6-(ethoxymethyl)-1,4-dioxane